NC1=NC=NN2C1=C(C=C2C=2C=C(C(=NC2)OC)C(=O)N[C@@H]2CN(C[C@@H]2F)CC(C(F)(F)F)O)CNCCO 5-(4-amino-5-{[(2-hydroxyethyl)amino]methyl}pyrrolo[2,1-f][1,2,4]triazin-7-yl)-N-[(3R,4S)-4-fluoro-1-(3,3,3-trifluoro-2-hydroxypropyl)pyrrolidin-3-yl]-2-methoxypyridine-3-carboxamide